(S)-3-cyano-N-(8,9-difluoro-6-oxo-1,4,5,6-tetrahydro-2H-pyrano[3,4-c]isoquinolin-1-yl)-4-fluoro-N-methylbenzenesulfonamide C(#N)C=1C=C(C=CC1F)S(=O)(=O)N(C)[C@@H]1COCC=2NC(C=3C=C(C(=CC3C21)F)F)=O